3-methyl-5-tert-butyl-1,2-phenylenedi(2-naphthoate) CC=1C(=C(C=C(C1)C(C)(C)C)C1=C(C=CC2=CC=CC=C12)C(=O)[O-])C1=C(C=CC2=CC=CC=C12)C(=O)[O-]